CC1(N(CC12CCCCC2)C=O)OS(=O)(=O)C methyl-methanesulfonyloxy-2-Azaspiro[3.5]nonane-2-carbaldehyde